C(C(C)(C)C)(=O)NC1=CC=C(C=C1)B(O)O 4-PIVALAMIDOPHENYLBORONIC ACID